CS(=O)(=O)C1=CC=C(C=C1)C=1C(N(C2=CC=C(C=C2C1)C1=CC=C(C=C1)C1CCN(CC1)C(C)C)CC(C)C)=O 3-(4-methanesulfonylphenyl)-1-(2-methylpropyl)-6-{4-[1-(propan-2-yl)piperidin-4-yl]phenyl}-1,2-dihydroquinolin-2-one